di-tert-butyl-(2R,4R)-4-((6-amino-4-(1-ethoxyvinyl)-3-fluoropyridin-2-yl)methyl)-2-methylpiperidine-1,4-dicarboxylic acid C(C)(C)(C)C1[C@](N(CC[C@@]1(C(=O)O)CC1=NC(=CC(=C1F)C(=C)OCC)N)C(=O)O)(C)C(C)(C)C